ClC1=C(C=C(C=C1)C1=CN(C(C=C1)=O)C(C)C)C[C@@H](C(=O)NC1=CC=C(C=C1)C=1N(N=CC1C)C)NC(=O)C1CC1 N-[(1S)-1-[[2-chloro-5-(1-isopropyl-6-oxo-3-pyridyl)phenyl]methyl]-2-[4-(2,4-dimethylpyrazol-3-yl)anilino]-2-oxo-ethyl]cyclopropanecarboxamide